[Y].[Zr].[Mg] magnesium-zirconium-yttrium